ClC1=C(C=CC(=O)OCC)C(=CC=C1)Cl ethyl 2,6-dichlorocinnamate